OC1=CC=C2C(=C(C(C2=C1)=O)C=1C=NC=CC1)C=1SC=CC1 6-hydroxy-2-(pyridin-3-yl)-3-(thiophen-2-yl)-1H-inden-1-one